BrC1=NC2=C(NCCNC2=O)N=C1C bromo-3-methyl-5,6,7,8-tetrahydro-9H-pyrazino[2,3-e][1,4]diazepin-9-one